CC1=NN(C(=C1)C)C=1C=CC(N(N1)C1CCN(CC1)C1=CC=NC2=CC=CC=C12)=O 6-(3,5-dimethylpyrazol-1-yl)-2-(1-quinolin-4-ylpiperidin-4-yl)pyridazin-3-one